5-fluoro-1-methyl-6-[(3S)-3-methylmorpholin-4-yl]indole-3-carboxylic acid FC=1C=C2C(=CN(C2=CC1N1[C@H](COCC1)C)C)C(=O)O